3-(5-(5-bromo-2-pyrimidinyl)-3-ethyl-1-1H-1,2,4-triazolyl)-N-(4-(4-fluoro-1-1H-pyrazolyl)butyl)benzamide BrC=1C=NC(=NC1)C1=NC(=NN1C=1C=C(C(=O)NCCCCN2N=CC(=C2)F)C=CC1)CC